FC1=C(C(=C2C=CNC2=C1)CC(=O)O)OC1=CC(=C(C=C1)F)C=1NC(=CN1)C(C)(CCCOC(C)(C)C1CNC(O1)=O)C1=CC(=CC=C1)I 2-(6-Fluoro-5-(4-fluoro-3-(5-(2-(3-iodophenyl)-5-((2-(2-oxooxazolidin-5-yl)propan-2-yl)oxy)pentan-2-yl)-1H-imidazol-2-yl)phenoxy)-1H-indol-4-yl)acetic acid